ClC1=C(C=CC=C1)S(=O)(=O)NC1=C(C=C(C=C1)C=1C=C2C=NC(=NC2=C(C1)CC)NC1CCC(CC1)NC(C)=O)F N-((1r,4r)-4-((6-(4-((2-chloro-phenyl)sulfonamido)-3-fluoro-phenyl)-8-ethyl-quinazolin-2-yl)-amino)cyclohexyl)-acetamide